(3-ethyl-2-oxo-piperidine-3-carbonyl)-2-[4-(pentafluoro-lambda6-sulfanyl)anilino]pyridine-3-carbohydrazide C(C)C1(C(NCCC1)=O)C(=O)C1=C(C(=NC=C1)NC1=CC=C(C=C1)S(F)(F)(F)(F)F)C(=O)NN